(S)-5-(2-ethoxy-3-pyridyl)-3-methyl-1-[1-methylpropyl]-N-(1H-1,2,4-triazol-3-ylmethyl)pyrazolo[4,3-b]pyridin-7-amine C(C)OC1=NC=CC=C1C1=CC(=C2C(=N1)C(=NN2[C@H](CC)C)C)NCC2=NNC=N2